COC1=CC=C(C=N1)CC1OC=CO1 3-[(6-methoxypyridin-3-yl)methyl]-2,4-dioxol